N1=CC=C(C=C1)C=CC1(CC=C(C=C1)C=CC1=CC=NC=C1)C1=CC=CC=C1 1,4-bis[2-(4-pyridyl)vinyl]Biphenyl